2-[1,1'-biphenyl]-3-yl-4-[1,1'-biphenyl]-4-yl-6-chloro-1,3,5-triazine C1(=CC(=CC=C1)C1=NC(=NC(=N1)C1=CC=C(C=C1)C1=CC=CC=C1)Cl)C1=CC=CC=C1